7-bromo-6-methoxyimidazo[1,5-a]pyridine BrC1=CC=2N(C=C1OC)C=NC2